CC=1C(=C(C=C(C1)C(F)(F)F)O)C=1N=NC(=CC1)NCC1=NC=CC=C1 3-methyl-2-(6-((pyridin-2-ylmethyl)amino)pyridazin-3-yl)-5-(trifluoromethyl)phenol